C(CCCCC\C=C/CC\C=C\CCCC)O Z,E-7,11-hexadecadienol